CC1(COCCC1=O)C 3,3-dimethyltetrahydro-4H-pyran-4-one